3-(2-Chloro-6-fluorophenyl)-1-((4-(morpholine-4-carbonyl)phenyl)amino)-6,7-dihydroimidazo[1,5-a]pyridine ClC1=C(C(=CC=C1)F)C1N=C(C=2N1CCCC2)NC2=CC=C(C=C2)C(=O)N2CCOCC2